azauridin N1([C@H](O)[C@H](O)[C@@H](CO)O1)N1C(=O)NC(=O)C=C1